ClC1=C(C=C2C(=N1)C=CS2)OC 5-chloro-6-methoxythieno[3,2-b]Pyridine